CC1=NN2C(N(CCC2)C(CCC(=O)NC2=CC=C(C=C2)C2=NC=NC=C2)=O)=C1 4-(2-methyl-6,7-dihydropyrazolo[1,5-a]pyrimidin-4(5H)-yl)-4-oxo-N-(4-(pyrimidin-4-yl)phenyl)butanamide